7-chloro-N-{3-[2-(4-chloro-3-fluorophenoxy)acetamido]bicyclo[1.1.1]pentan-1-yl}-3,4-dihydro-2H-1-benzopyran-3-carboxamide ClC1=CC2=C(CC(CO2)C(=O)NC23CC(C2)(C3)NC(COC3=CC(=C(C=C3)Cl)F)=O)C=C1